[I-].C(CC1=CC=CC=C1)N phenethylamine iodide salt